(E)-N-(3-cyano-7-ethoxy-2-ethyl-4-((4-methoxyphenyl)amino)quinolin-6-yl)-4-(dimethylamino)but-2-enamide C(#N)C=1C(=NC2=CC(=C(C=C2C1NC1=CC=C(C=C1)OC)NC(\C=C\CN(C)C)=O)OCC)CC